3-(2-fluoro-6-methylbenzyl)-1,2,4-oxadiazole FC1=C(CC2=NOC=N2)C(=CC=C1)C